[4-({[1-(Furan-3-carbonyl)-4-methyl-3-[2-methyl-1-(pyrrolidin-1-carbonyl)azetidin-3-yl]-1H-pyrazol-5-yl]oxy}methyl)phenyl]methanamin O1C=C(C=C1)C(=O)N1N=C(C(=C1OCC1=CC=C(C=C1)CN)C)C1C(N(C1)C(=O)N1CCCC1)C